octyl-dimethylsilyl-trifluoroacetamide C(CCCCCCC)[Si](C)(C)NC(C(F)(F)F)=O